ClC=1C(=NC2=CC=CC=C2C1)C(F)(F)F 3-chloro-2-(trifluoromethyl)quinoline